C(CCC)CC(C(=O)O)=O.N(=NC1(CCCCC1)C#N)C1(CCCCC1)C#N azobis-cyclohexanecarbonitrile butyl-pyruvate